FC=1C=CC(=C(C1)C(CC#CC#CC=1C=CNC1)C=1C(N(C=CC1)C)=O)O 4-(6-(5-fluoro-2-hydroxyphenyl)-6-(1-methyl-2-oxo-1,2-dihydropyridin-3-yl)hexa-1,3-diyne-1-yl)-1H-pyrrole